C(C)(C)(C)OC(=O)N1CCC(CC1)N1N=CC(=C1C)C(=O)O 1-(1-(tert-butoxycarbonyl)piperidin-4-yl)-5-methyl-1H-pyrazole-4-carboxylic acid